ClC=1C=C2C(=CC1)NC(C21CCN(CC1)CCOC1=CC(=C(C=C1)C1(COC1)S(=O)(=O)C)C(F)(F)F)=O 5-chloro-1'-{2-[4-(3-methanesulfonyloxetan-3-yl)-3-(trifluoromethyl)phenoxy]ethyl}-1,2-dihydrospiro[indole-3,4'-piperidin]-2-one